F[C@H]1C[C@@H](CNC1)NC1=NC=2N(C(C(=NC2C=N1)C=1C=CC(=NC1)NS(=O)(=O)CC1=CC=CC=C1)=O)C(C)C N-[5-[2-[[(3S,5S)-5-Fluoro-3-piperidyl]amino]-8-isopropyl-7-oxo-pteridin-6-yl]-2-pyridyl]-1-phenyl-methanesulfonamide